N1(CCC1)C([C@H](CCN[C@H]1[C@@H](C1)C1=CC=C(C=C1)F)NC(=O)C1=CC=C(C=C1)C1=CC=CC=C1)=O N-((S)-1-(azetidin-1-yl)-4-((1R,2S)-2-(4-fluorophenyl)cyclopropylamino)-1-oxobutan-2-yl)biphenyl-4-carboxamide